[2-(cyclohexylmethoxy)phenyl]acetonitrile C1(CCCCC1)COC1=C(C=CC=C1)CC#N